OS(=O)(=O)[S-].OS(=O)(=O)[S-].[Au] The molecule is an inorganic anion that is a linear coordination complex of gold(I) bound to two thiosulfate ligands. It is a gold coordination entity, an inorganic anion and a trivalent inorganic anion.